1-(4-bromo-3-fluorophenyl)ethane BrC1=C(C=C(C=C1)CC)F